CC(=CCCCC(CC)Cl)C1=CC=CC=C1 alpha-methyl-4-chlorohexylstyrene